OC1=NC(=CC(=C1C#N)C(F)(F)F)O 2,6-dihydroxy-3-cyano-4-trifluoromethylpyridine